C1(CC1)C1=C2C=CC=NC2=CC=C1 5-CYCLOPROpYLQUINOLINE